ClC1=CC=C(C=C1)NC(NCCCC1=CC=CC=C1)=O 3-(4-Chlorophenyl)-1-(3-phenylpropyl)urea